1-trityl-tetrazole C(C1=CC=CC=C1)(C1=CC=CC=C1)(C1=CC=CC=C1)N1N=NN=C1